N1(CCOCC1)CC#CCOC1=C(C=C(C=C1)S(=O)(=O)NC(C1=C(C=CC=C1)OC=1C=C2C(=NC1)NC=C2)=O)[N+](=O)[O-] N-({4-[(4-morpholin-4-ylbut-2-ynyl)oxy]-3-nitrophenyl}sulfonyl)-2-(1H-pyrrolo[2,3-b]pyridin-5-yloxy)benzamide